2-(3,4-dimethoxyphenyl)-9-ethyl-7-[(3R)-3-methylpiperazin-1-yl]-4H-pyrido[1,2-a]pyrimidin COC=1C=C(C=CC1OC)C=1N=C2N(CC1)C=C(C=C2CC)N2C[C@H](NCC2)C